3-chloro-4-((1S,2S)-2-(5-chloropyridin-3-yl)cyclopropyl)-3'-fluoro-2'-(2-fluoro-3-((R)-2-(trifluoromethyl)azetidine-1-carbonyl)phenyl)-5',6-dimethyl-2H-[1,4'-bipyridin]-2-one ClC=1C(N(C(=CC1[C@@H]1[C@H](C1)C=1C=NC=C(C1)Cl)C)C1=C(C(=NC=C1C)C1=C(C(=CC=C1)C(=O)N1[C@H](CC1)C(F)(F)F)F)F)=O